C(C)(C)N1C(OCC1COC1=CC=C(C=C1)C=1C=C(C(NC1C(F)(F)F)=O)C(=O)N)=O 5-(4-((3-isopropyl-2-oxooxazolidin-4-yl)methoxy)phenyl)-2-oxo-6-(trifluoromethyl)-1,2-dihydropyridine-3-carboxamide